C1(=CC=CC=C1)O[Te](=O)(=O)[O-].[Ag+] silver phenyltellurate